Cl.N1(CCNCC1)C1=CC=CC=2SC=CC21 4-(1-piperazinyl)-benzo[b]thiophene hydrochloride